(2S)-1-[2-[(3S)-3-[methyl(5-quinolyl)amino]pyrrolidin-1-yl]acetyl]pyrrolidine-2-carbonitrile CN([C@@H]1CN(CC1)CC(=O)N1[C@@H](CCC1)C#N)C1=C2C=CC=NC2=CC=C1